CCCCCOC(=C=O)CC 5-pentyloxy-1-buten-1-one